ClC=1N=C(NC1[C@H]1[C@H](CN(CC1)S(=O)(=O)C1CCNCC1)C)C1=NC=C(C=C1)F 2-[4-Chloro-5-[(3R,4R)-3-methyl-1-(4-piperidylsulfonyl)-4-piperidyl]-1H-imidazol-2-yl]-5-fluoro-pyridine